(E)-methyl-3-(4-((4-fluorobenzyl)oxy)phenyl)acrylate COC(\C=C\C1=CC=C(C=C1)OCC1=CC=C(C=C1)F)=O